(S)-2-cyclopropyl-1-(4-(6-fluorobenzo[d]thiazol-2-yl)-6,7-dihydro-1H-imidazo[4,5-c]pyridin-5(4H)-yl)ethanone C1(CC1)CC(=O)N1[C@@H](C2=C(CC1)NC=N2)C=2SC1=C(N2)C=CC(=C1)F